2,4-bis(3-aminoprop-1-yn-1-yl)benzoic acid methyl ester dihydrochloride Cl.Cl.COC(C1=C(C=C(C=C1)C#CCN)C#CCN)=O